ClC1=CC=C(C=C1)C(=O)C1=CC(=C(C(=C1)OC)O)OC (4-Chlorophenyl)(4-hydroxy-3,5-dimethoxyphenyl)methanone